petroselinic acid C(CCCC\C=C/CCCCCCCCCCC)(=O)O